OC[C@@]12C(CC[C@H]1[C@@H]1CCC3=CC(CC[C@]3(C)[C@H]1CC2)=O)=O hydroxyandrost-4-ene-3,17-dione